1-methyl-2-hexadecanoyl-sn-glycero-3-phosphocholine COC[C@@H](OC(CCCCCCCCCCCCCCC)=O)COP(=O)([O-])OCC[N+](C)(C)C